11-oxo-11H-pyrido[2,1-b]quinazoline-6-carboxamide O=C1N2C(=NC3=CC=CC=C13)C(=CC=C2)C(=O)N